tert-butyl (2S)-2-{[(4-{3-[(3-fluoro-2-methoxyphenyl) amino]-4-oxo-1H,5H,6H,7H-pyrrolo[3,2-c]pyridin-2-yl} pyridin-3-yl) oxy] methyl}-4,4-dimethylpyrrolidine-1-carboxylate FC=1C(=C(C=CC1)NC1=C(NC2=C1C(NCC2)=O)C2=C(C=NC=C2)OC[C@H]2N(CC(C2)(C)C)C(=O)OC(C)(C)C)OC